(1R,2S,6R,7S)-4-[6-(4-prop-2-ynoxyphenyl)-1,3-benzothiazol-2-yl]-4-azatricyclo[5.2.1.02,6]dec-8-ene-3,5-dione C(C#C)OC1=CC=C(C=C1)C1=CC2=C(N=C(S2)N2C([C@H]3[C@H]4C=C[C@@H]([C@H]3C2=O)C4)=O)C=C1